[1-[(2-chloro-5-oxido-6,7-dihydro-thieno[3,2-d]pyrimidin-5-ium-4-yl)amino]cyclopropyl]methanol ClC=1N=C(C2=C(N1)CC[S+]2[O-])NC2(CC2)CO